N-((S)-(pentafluorophenoxy)(phenoxy)phosphoryl)-L-alanine isopropyl ester C(C)(C)OC([C@@H](N[P@](=O)(OC1=CC=CC=C1)OC1=C(C(=C(C(=C1F)F)F)F)F)C)=O